C1NCCC12CCCC2 2-azaspiro[4.4]nonan